Methyl 3-(3-oxo-6-(trifluoromethyl)-2,3-dihydrofuro[2,3-b]pyridin-2-yl)propanoate O=C1C(OC2=NC(=CC=C21)C(F)(F)F)CCC(=O)OC